N-(8,9-Difluoro-6-oxo-1,4,5,6-tetrahydro-2H-pyrano[3,4-c]isoquinolin-1-yl)-2,2-difluoro-N-methyl-2-phenylacetamide FC=1C(=CC=2C3=C(NC(C2C1)=O)COCC3N(C(C(C3=CC=CC=C3)(F)F)=O)C)F